2-bromo-3-chloro-5-[(4-methoxyphenyl)methyl]-7-(trifluoromethyl)-6H,7H-pyrazolo[1,5-a]pyrazin-4-one BrC1=NN2C(C(N(CC2C(F)(F)F)CC2=CC=C(C=C2)OC)=O)=C1Cl